6,7-dichloro-1-(2-ethyl-4-methylpyridin-3-yl)pyrido[2,3-d]pyrimidine-2,4(1H,3H)-dione ClC1=CC2=C(N(C(NC2=O)=O)C=2C(=NC=CC2C)CC)N=C1Cl